2-(dinonylamino)-N-(3-(2-((2-(dinonylamino)ethyl)(nonyl)amino)-N-methylacetamido)propyl)-N-methylacetamide C(CCCCCCCC)N(CC(=O)N(C)CCCN(C(CN(CCCCCCCCC)CCN(CCCCCCCCC)CCCCCCCCC)=O)C)CCCCCCCCC